BrC=1C2=C(C(N(C1)C)=O)N(C(=C2)Cl)S(=O)(=O)C2=CC=C(C)C=C2 4-bromo-2-chloro-6-methyl-1-tosyl-1,6-dihydro-7H-pyrrolo[2,3-c]Pyridin-7-one